(5-((2',6'-Dimethyl-5-(methylsulfonyl)-[1,1'-biphenyl]-3-yl)sulfonyl)thiophen-2-yl)methanamine CC1=C(C(=CC=C1)C)C1=CC(=CC(=C1)S(=O)(=O)C)S(=O)(=O)C1=CC=C(S1)CN